BrC(C(=O)[O-])(C)CC 2-bromo-2-ethylpropionate